[13C4]butanoic acid [13C]([13CH2][13CH2][13CH3])(=O)O